L-lysyl-L-ornithyl-L-lysine N[C@@H](CCCCN)C(=O)N[C@@H](CCCN)C(=O)N[C@@H](CCCCN)C(=O)O